ClC=1C(N(C(=CC1OC([2H])([2H])C1=NC=C(C=C1F)F)C)C1=CC(=NC=C1C)C=1N=C(SC1)C(C)(C)O)=O (R)-3-chloro-4-((3,5-difluoropyridin-2-yl)methoxy-d2)-2'-(2-(2-hydroxypropan-2-yl)thiazol-4-yl)-5',6-dimethyl-2H-[1,4'-bipyridin]-2-one